NC1=NC=NN2C1=C(C=C2C=2C=C(C(=NC2)F)C(=O)NC=2C=NN(C2)CC2=CC=CC=C2)C(F)(F)F 5-[4-amino-5-(trifluoromethyl)pyrrolo[2,1-f][1,2,4]triazin-7-yl]-N-(1-benzyl-1H-pyrazol-4-yl)-2-fluoropyridine-3-carboxamide